(3S,4S)-N-(2,3-difluorophenyl)-1-methyl-4-[1-methyl-5-(trifluoromethyl)pyrazol-4-yl]-2-oxo-pyrrolidine-3-carboxamide FC1=C(C=CC=C1F)NC(=O)[C@H]1C(N(C[C@@H]1C=1C=NN(C1C(F)(F)F)C)C)=O